1-cyclopropyl-3-methyl-5-nitro-1H-benzo[d]imidazol-2(3H)-one C1(CC1)N1C(N(C2=C1C=CC(=C2)[N+](=O)[O-])C)=O